[Si](C)(C)(C(C)(C)C)OCCOCC1=CC(=C2CN(C(C2=C1)=O)C1=NC(=CC(=C1)C1=C(C=C(C=C1)F)C1=NN=CN1C)NCC)C(F)(F)F 6-({2-[(tert-Butyldimethylsilyl)oxy]ethoxy}methyl)-2-[6-(ethylamino)-4-[4-fluoro-2-(4-methyl-1,2,4-triazol-3-yl)phenyl]pyridin-2-yl]-4-(trifluoromethyl)-3H-isoindol-1-one